OC(CCC)S(=O)(=O)[O-].[Li+] lithium hydroxybutanesulfonate